C1(CC1)C=1C=2[C@](C3=C(NC2N=CC1F)CC(CC3=O)(C)C)(C3=CC(=CC=C3)S(=O)(=O)C)C (R)-4-cyclopropyl-3-fluoro-5,8,8-trimethyl-5-(3-(methylsulfonyl)phenyl)-7,8,9,10-tetrahydrobenzo[b][1,8]naphthyridin-6(5H)-one